methyl 3-((3-butyl-3-ethyl-5-(4-fluorophenyl)-7-(methylsulfanyl)-1,1-dioxo-2,3,4,5-tetrahydro-1,5-benzothiazepin-8-yl) oxy)-2-hydroxypropionate C(CCC)C1(CS(C2=C(N(C1)C1=CC=C(C=C1)F)C=C(C(=C2)OCC(C(=O)OC)O)SC)(=O)=O)CC